methyl (4-{[bis(benzyloxy)phosphoryl]oxy}phenyl)acetate C(C1=CC=CC=C1)OP(=O)(OCC1=CC=CC=C1)OC1=CC=C(C=C1)CC(=O)OC